(1-(((4-chloro-2-nitrobenzyl)amino)methyl)cyclopropyl)methanol ClC1=CC(=C(CNCC2(CC2)CO)C=C1)[N+](=O)[O-]